(triphenyl)copper C1(=CC=CC=C1)[Cu](C1=CC=CC=C1)C1=CC=CC=C1